maleimido-undecanoic acid sulfosuccinimidyl ester S(=O)(=O)(O)C1C(=O)N(C(C1)=O)OC(C(CCCCCCCCC)N1C(C=CC1=O)=O)=O